ClC=1C(=NC=CC1C1=NC(=C(C=C1)CNC[C@@H]1CCC(N1)=O)OC)C1=C(C(=CC=C1)NC1=NC=CC(=C1F)CNCCO)C (S)-5-((((3'-chloro-2'-(3-((3-fluoro-4-(((2-hydroxyethyl)amino)methyl)pyridin-2-yl)amino)-2-methylphenyl)-6-methoxy-[2,4'-bipyridin]-5-yl)methyl)amino)methyl)pyrrolidin-2-one